C(#N)C1CC(C1)C(=O)N(C)[C@@H](C(F)(F)F)C1=CC=C(C=C1)NC=1C=NC2=CC=CN=C2C1C1CC1 (1r,3S)-3-cyano-N-((S)-1-(4-((4-cyclopropyl-1,5-naphthyridin-3-yl)amino)phenyl)-2,2,2-trifluoroethyl)-N-methylcyclobutane-1-carboxamide